C1(=CC=CC=C1)S(=O)(=O)C1=CC=C(CN2C(NC3=CC=C(C=C3C2=O)NC(C2=CC=C(C=C2)C#N)=O)=O)C=C1 3-(4-Benzenesulfonylbenzyl)-6-(4-cyanobenzoylamino)-2,4(1H,3H)-quinazolinedione